dinaphtho[2,1-d:1',2'-f][1,3]dioxepin-2-ol C1=C(C=2OCOC3=C(C2C=2C=CC=CC12)C1=CC=CC=C1C=C3)O